4'-(cyclododecylidene)biphenol C1(CCCCCCCCCCC1)=C1CC(=C(C=C1)O)C=1C(=CC=CC1)O